ClC=1C=C(C=CC1)CNC=1C=CC=2N(N1)C(=CN2)C2=CC(=C(C=C2)O)OC 4-[6-[(3-chlorophenyl)methylamino]imidazo[1,2-b]pyridazin-3-yl]-2-methoxy-phenol